(S)-p-chlorophenyl-2-pyridylmethane ClC1=CC(=NC=C1)CC1=CC=CC=C1